(R)-3-(trifluoromethyl)-5a,6,8,9-tetrahydro-7H-pyrido[2',3':4,5]oxazolo[3,2-a]pyrazin FC(C1=CC2=C(N3[C@@H](CNCC3)O2)N=C1)(F)F